Chloro(2-dicyclohexylphosphino-2',6'-diisopropoxy-1,1'-biphenyl) ClC=1C(=C(C=CC1)C1=C(C=CC=C1OC(C)C)OC(C)C)P(C1CCCCC1)C1CCCCC1